O1C(=CN=CC=C1)CN1C(NC(C2=C1C(=CN2)C)=O)=S 1-((1,4-oxazepin-2-yl)methyl)-7-methyl-2-thioxo-1,2,3,5-tetrahydro-4H-pyrrolo[3,2-d]pyrimidin-4-one